1-(isopropylamino)-4-oxo-1,4-dihydropyridine-3-carboxylic acid methyl ester COC(=O)C1=CN(C=CC1=O)NC(C)C